N-methyl-4-[5-(trifluoromethyl)-1,2,4-oxadiazol-3-yl]benzenecarbothioamide CNC(=S)C1=CC=C(C=C1)C1=NOC(=N1)C(F)(F)F